CC(C(CC(=O)[O-])O)C.C(C1=CC=CC=C1)[NH3+] benzyl-ammonium dimethyl-(2-hydroxypropyl)formate